C(C)N1CCN(CC1)C(=O)C=1C=C2C(=NN=C(C2=CC1NC)N[C@H](C)C=1C(=C(C#N)C=CC1)C)C (R)-3-(1-((6-(4-ethylpiperazine-1-carbonyl)-4-methyl-7-(methylamino)phthalazin-1-yl)amino)ethyl)-2-methylbenzonitrile